N-ethyl-4-((5-fluoro-4-(8-fluoroquinolin-6-yl)pyrimidin-2-yl)amino)piperidine C(C)N1CCC(CC1)NC1=NC=C(C(=N1)C=1C=C2C=CC=NC2=C(C1)F)F